O1N=C(C2=C1C=CC=C2)NS(=O)(=O)C2=C(C=C(C(=C2)Cl)C)OC N-(benzo[d]isoxazol-3-yl)-5-chloro-2-methoxy-4-methylbenzenesulfonamide